1-(2-(4-fluorophenyl)-4-(3-methoxyphenoxy)butyl)-1H-imidazole FC1=CC=C(C=C1)C(CN1C=NC=C1)CCOC1=CC(=CC=C1)OC